NC=1C(OC2=CC(=CC=C2C1)O)=O 3-Amino-7-hydroxycoumarin